(1-(6-chloro-4-methylpyridin-3-yl)cyclopropyl)-1H-pyrazole-4-carboxylic acid ClC1=CC(=C(C=N1)C1(CC1)N1N=CC(=C1)C(=O)O)C